2,2,6,6-tetramethyl-N-(4-vinylphenyl)piperidine-4-amine CC1(NC(CC(C1)NC1=CC=C(C=C1)C=C)(C)C)C